3,4,6,7,9,10-hexahydroacridine-1,8(2H,5H)-dione C1(CCCC=2NC=3CCCC(C3CC12)=O)=O